(S)-N-(5-methyl-4,5,6,7-tetrahydrothiazolo[5,4-c]pyridin-2-yl)pyrrolidine-3-carboxamide TFA salt OC(=O)C(F)(F)F.CN1CC2=C(CC1)N=C(S2)NC(=O)[C@@H]2CNCC2